rel-4-[3-[(3aR,6aS)-Hexahydrocyclopenta[c]pyrrol-2(1H)-yl]propoxy]benzamide C1N(C[C@H]2[C@@H]1CCC2)CCCOC2=CC=C(C(=O)N)C=C2 |o1:3,4|